C(=O)O.FC1=C(C=C(C=C1)F)[C@@H]1N(CCC1)C1=NC=2N(C=C1)N=CC2C(=O)NCCCCC2=CC(=CC=C2)CN2CCC(CC2)C2=CC=C(C=C2)NC2C(NC(CC2)=O)=O 5-[(2R)-2-(2,5-difluorophenyl)pyrrolidin-1-yl]-N-[4-[3-[[4-[4-[(2,6-dioxo-3-piperidyl)amino]phenyl]-1-piperidyl]methyl]phenyl]butyl]pyrazolo[1,5-a]pyrimidine-3-carboxamide formate